ClC=1C=C(C(=NC1)N1C(C(N(C(C1)=O)CC1=CC=C(C=C1)C(F)(F)F)(C)C(F)F)=O)F 1-(5-chloro-3-fluoropyridin-2-yl)-3-(difluoromethyl)-3-methyl-4-(4-(trifluoro-methyl)-benzyl)piperazine-2,5-dione